4-(trimethylsilyl)benzyl alcohol C[Si](C1=CC=C(CO)C=C1)(C)C